tris-tert-butylphosphine Tetrafluoroborate F[B-](F)(F)F.C(C)(C)(C)P(C(C)(C)C)C(C)(C)C